6-bromo-3-(bromomethyl)-2-chlorobenzonitrile BrC1=CC=C(C(=C1C#N)Cl)CBr